(S)-1-[2-(Benzo[d]isoxazol-3-yl)phenyl]-2-(3-cyanopyridin-2-yl)ethan-1-amine O1N=C(C2=C1C=CC=C2)C2=C(C=CC=C2)[C@H](CC2=NC=CC=C2C#N)N